[N+](=O)([O-])C1=NNC(=C1CCC=1C(=NNC1[N+](=O)[O-])[N+](=O)[O-])[N+](=O)[O-] 1,2-bis(3,5-dinitropyrazolyl)ethane